ClC=1N=C(N2N=C(N=CC21)SC)C2(CCC2)C 5-chloro-7-(1-methylcyclobutyl)-2-(methylsulfanyl)imidazo[4,3-f][1,2,4]triazine